3-(3-(4,4-difluoropiperidine-1-carbonyl)quinolin-8-yl)-6-methyl-5,6-dihydro-7H-pyrrolo[3,4-b]pyridin-7-one FC1(CCN(CC1)C(=O)C=1C=NC2=C(C=CC=C2C1)C=1C=C2C(=NC1)C(N(C2)C)=O)F